3,5-bis(methylthio)-2,4-diaminotoluene CSC=1C(=C(C)C=C(C1N)SC)N